OCC(C(=O)O)(CC)CO di(hydroxymethyl)butyric acid